1-(9Z-octadecenoyl)-2-heptadecanoyl-glycero-3-phospho-(1'-sn-glycerol) CCCCCCCCCCCCCCCCC(=O)O[C@H](COC(=O)CCCCCCC/C=C\CCCCCCCC)COP(=O)(O)OC[C@H](CO)O